(S)-N1-((S)-1-(((1H-indol-4-yl)methyl)amino)-3-methoxy-1-oxopropan-2-yl)-N4-(tert-butoxy)-2-(3-phenylpropanamido)succinamide N1C=CC2=C(C=CC=C12)CNC([C@H](COC)NC([C@H](CC(=O)NOC(C)(C)C)NC(CCC1=CC=CC=C1)=O)=O)=O